5-(2-fluoro-4-(1-methyl-1H-pyrazol-3-yl)benzyl)-N-((1S,2S)-2-hydroxycycloheptyl)-4-oxo-4,5-dihydrofuro[3,2-c]pyridine-7-carboxamide FC1=C(CN2C(C3=C(C(=C2)C(=O)N[C@@H]2[C@H](CCCCC2)O)OC=C3)=O)C=CC(=C1)C1=NN(C=C1)C